(1S,3aR,6aS)-N-((R)-4-hydroxy-3-oxo-1-((S)-2-oxopyrrolidin-3-yl)butan-2-yl)-2-(4-methoxy-1H-indole-2-carbonyl)octahydrocyclopenta[c]pyrrole-1-carboxamide OCC([C@@H](C[C@H]1C(NCC1)=O)NC(=O)[C@H]1N(C[C@H]2[C@@H]1CCC2)C(=O)C=2NC1=CC=CC(=C1C2)OC)=O